CC1(OB(OC1(C)C)C1=CC(CC1)C(=O)OC)C Methyl 3-(4,4,5,5-tetramethyl-1,3,2-dioxaborolan-2-yl)cyclopent-2-ene-1-carboxylate